(S)-3-(isoquinolin-4-yl)-2-oxo-1-(4-(trifluoromethoxy)phenyl)imidazolidine-4-carbonitrile C1=NC=C(C2=CC=CC=C12)N1C(N(C[C@H]1C#N)C1=CC=C(C=C1)OC(F)(F)F)=O